3-bromo-5-(3-chlorophenoxy)pyridine BrC=1C=NC=C(C1)OC1=CC(=CC=C1)Cl